2-(benzo[d]oxazol-2-ylamino)-N-(2-(2-hydroxy-2-methylpropyloxy)ethyl)-1-methyl-1H-benzo[d]imidazole-5-carboxamide O1C(=NC2=C1C=CC=C2)NC2=NC1=C(N2C)C=CC(=C1)C(=O)NCCOCC(C)(C)O